NC1=C(C(=O)NC2C(NCC2)=O)C=C(C=C1F)NC1(CNCC1)C1=C(C(=CC=C1F)Cl)Cl 2-amino-5-{[3-(2,3-dichloro-6-fluorophenyl)pyrrolidin-3-yl]amino}-3-fluoro-N-(2-oxopyrrolidin-3-yl)benzamide